(Z)-N,N,2-trimethyloctan-5-enamide CN(C(C(CC\C=C/CC)C)=O)C